C(C1=CC=CC=C1)OC=1C(=NC=NC1C)C(=O)N1CCC2(CC1)CC(C=1N=C3N(C(C12)=O)NC(=N3)N3CCOCC3)C 1'-(5-(benzyloxy)-6-methylpyrimidine-4-carbonyl)-5-methyl-2-morpholino-8-oxo-5,8-dihydrospiro[cyclopenta[d][1,2,4]triazolo[1,5-a]pyrimidine-7,4'-piperidin]